S1C(=NC2=C1C=CC=C2)NC2=C(C=C(N=N2)N(C=2SC(=C(N2)C(=O)O)CCCOC2=C(C=C(C=C2)C#CCN(C)C)F)C)C2CC2 2-({6-[(1,3-Benzothiazol-2-yl)amino]-5-cyclopropylpyridazin-3-yl}(methyl)amino)-5-(3-{4-[3-(dimethylamino)prop-1-yn-1-yl]-2-fluorophenoxy}propyl)-1,3-thiazole-4-carboxylic acid